(S)-8-chloro-4-((3-chloro-2-fluorophenyl)amino)-6-(((1-isopropyl-1H-1,2,3-triazol-4-yl)(2-methylpyridin-3-yl)methyl)amino)quinoline-3-carbonitrile ClC=1C=C(C=C2C(=C(C=NC12)C#N)NC1=C(C(=CC=C1)Cl)F)N[C@@H](C=1C(=NC=CC1)C)C=1N=NN(C1)C(C)C